C(C)(C)(C)OC(=O)N1CCC(=CC1)C=1C=CC=2N(C1)C(=C(N2)CC)NC 4-(2-Ethyl-3-methylamino-imidazo[1,2-a]pyridin-6-yl)-3,6-dihydro-2H-pyridine-1-carboxylic acid tert-butylester